C(C)(=O)N1N=C(C(=C1N)C(=O)N)C(=O)NC=1C(=NC=C(C1)NC(CC1=CC=C(C=C1)OC(F)(F)F)=O)F 1-acetyl-5-amino-N3-(2-fluoro-5-(2-(4-(trifluoromethoxy)phenyl)acetamido)pyridin-3-yl)-1H-pyrazole-3,4-dicarboxamide